[1-(4-fluorobutyl)-1,4-diazepan-6-yl]methanethiol FCCCCN1CCNCC(C1)CS